benzylazetidine-3-carboxylate TFA salt OC(=O)C(F)(F)F.C(C1=CC=CC=C1)OC(=O)C1CNC1